N1=C(C=CC=C1)C1=NSC(=C1)C(=O)O 3-(pyridin-2-yl)isothiazole-5-carboxylic acid